tert-butyl (R)-(1-(pyrimidin-2-yl)ethyl)((6-((2,2,2-trifluoroethyl)amino)pyridazin-3-yl)methyl)carbamate N1=C(N=CC=C1)[C@@H](C)N(C(OC(C)(C)C)=O)CC=1N=NC(=CC1)NCC(F)(F)F